cetyl arachidate C(CCCCCCCCCCCCCCCCCCC)(=O)OCCCCCCCCCCCCCCCC